4-[6-[Difluoro(phenyl)methyl]-6-methoxy-pyrimidin-4-yl]piperazine-1-carboxylic acid tert-butyl ester C(C)(C)(C)OC(=O)N1CCN(CC1)C=1N=CNC(C1)(OC)C(C1=CC=CC=C1)(F)F